C(CCCCCCCCCCCC=CCCCCCCCC)(=O)OCCCCCCCCCCCCCCCCCCCCCCCCCCCCC(CC)C 29-methylhentriacontyl docos-13-enoate